Dimethyl-(3-phenyl-1H-inden-1-yl)(3-phenyl-1H-inden-2-yl)silane C[Si](C=1CC2=CC=CC=C2C1C1=CC=CC=C1)(C1C=C(C2=CC=CC=C12)C1=CC=CC=C1)C